2-(((S)-1-(((S)-1,1-bis(4-isopropylphenyl)propan-2-yl)amino)-1-oxopropan-2-yl)carbamoyl)-4-methoxypyridin-3-yl acetate C(C)(=O)OC=1C(=NC=CC1OC)C(N[C@H](C(=O)N[C@H](C(C1=CC=C(C=C1)C(C)C)C1=CC=C(C=C1)C(C)C)C)C)=O